ClC1=C(CC2NC(=NOC2)C2=C(N=NC(=C2)C)OC2=CC(=CC=C2)Cl)C=CC(=C1)C 5-(2-chloro-4-methylbenzyl)-3-[3-(3-chlorophenoxy)-6-methylpyridazin-4-yl]-5,6-dihydro-4H-1,2,4-oxadiazine